C(CCC)C1(OC(C2=CC=C(C=C12)OC)=O)O 3-butyl-3-hydroxy-5-methoxyisobenzofuran-1(3H)-one